C(C)(C)NC(O[C@H]1C[C@H](CC1)C1=CC(=NN1)NC=1C=CC2=C(N(C(NS2(=O)=O)=O)C)C1)=O (1R,3S)-3-(3-((4-methyl-1,1-dioxido-3-oxo-3,4-dihydro-2H-benzo[e][1,2,4]thiadiazin-6-yl)amino)-1H-pyrazol-5-yl)cyclopentyl isopropylcarbamate